(2,2,2-trifluoroethyl)anilinO-methyl-N-(pent-4-enoyl)-L-serine FC(CC([C@](N(C(CCC=C)=O)C)(C(=O)O)NC1=CC=CC=C1)O)(F)F